C(=O)(O)C=1C(=NC=CC1)C1=NC=CC=C1 3-carboxy-2,2'-bipyridine